C(C)(C)(C)OC(=O)N1C(OCC1)(C)C (4S)-3-(tert-Butoxycarbonyl)-2,2-dimethyl-1,3-oxazolidine